Cl.FC1=C2CC3(CCNCC3)[C@@H](C2=CC=C1)N (1S)-4-fluoro-spiro[indan-2,4'-piperidine]-1-amine hydrochloride